1-(3-Dimethylpropyl)-3-ethylcarbodiimide hydrochloride CCN=C=NCCC(C)C.Cl